C(C1=CC=CC=C1)ON1C(C2(C1)N(C(CC2)C(N)=O)C(=O)OC(C)(C)C)=O tert-butyl 2-(benzyloxy)-6-carbamoyl-1-oxo-2,5-diazaspiro[3.4]octane-5-carboxylate